2-(4-fluoro-4-piperidinyl)-7-(8-methoxy-2-methyl-imidazo[1,2-b]pyridazin-6-yl)thiazolo[3,2-a]pyrimidin-5-one FC1(CCNCC1)C1=CN2C(=NC(=CC2=O)C=2C=C(C=3N(N2)C=C(N3)C)OC)S1